3-{[1,3-bis(2-cyanoethoxy)propan-2-yl]oxy}propionitrile C(#N)CCOCC(COCCC#N)OCCC#N